C1(CC1)C(C(C1=C(C(=CC=C1)[C@@H](C)NC=1C2=C(N=C(N1)C)C=NC(=C2)SC)F)(F)F)(C)O 2-Cyclopropyl-1,1-difluoro-1-{2-fluoro-3-[(1R)-1-{[2-methyl-6-(methylsulfanyl)pyrido[3,4-d]pyrimidin-4-yl]amino}ethyl]phenyl}propan-2-ol